N1=C(C=CC=C1)C1=NC=NC=N1 6-(pyridin-2-yl)-1,3,5-triazine